4-(p-nitrophenyl)-5-ethoxycarbonyl-6-methyl-3,4-dihydropyrimidine-2(1H)-one [N+](=O)([O-])C1=CC=C(C=C1)C1NC(NC(=C1C(=O)OCC)C)=O